BrCCCCCCCCC(=O)OC(CCCC)CCCC nonan-5-yl 9-bromononanoate